rac-(E)-4-((4R,5R)-7-ethyl-4-(4-fluorophenyl)-6-oxo-1-phenyl-5-(3-(trifluoromethyl)benzamido)-4,5,6,7-tetrahydro-1H-pyrazolo[3,4-b]pyridin-3-yl)but-2-enoic acid C(C)N1C2=C([C@H]([C@H](C1=O)NC(C1=CC(=CC=C1)C(F)(F)F)=O)C1=CC=C(C=C1)F)C(=NN2C2=CC=CC=C2)C/C=C/C(=O)O